5-(1-methylcyclopropyl)-N-(4-(4,4,5,5-tetramethyl-1,3,2-dioxaborolan-2-yl)-2-(trifluoromethyl)benzyl)-1,2,4-oxadiazole-3-carboxamide CC1(CC1)C1=NC(=NO1)C(=O)NCC1=C(C=C(C=C1)B1OC(C(O1)(C)C)(C)C)C(F)(F)F